C(C)C(C(C)C)CCC 3-ethyl-2-methyl-hexane